2-azido-1-(4-hydroxy-3-(hydroxymethyl)phenyl)ethane N(=[N+]=[N-])CCC1=CC(=C(C=C1)O)CO